[Si](C)(C)(C(C)(C)C)OC(CC=C)C1=CC(=C(C=N1)C=1C(N(C2=CC(=NC=C2C1)NC(OC(C)(C)C)=O)C)=O)C tert-butyl (3-(6-(1-((tert-butyldimethylsilyl)oxy)but-3-en-1-yl)-4-methylpyridin-3-yl)-1-methyl-2-oxo-1,2-dihydro-1,6-naphthyridin-7-yl)carbamate